C1(CCCC1)C=1C=NC(=C(C(=O)NC2=CC(=CC=C2)S(N)(=O)=O)C1)N1CCCCC1 5-cyclopentyl-2-(piperidin-1-yl)-N-(3-sulfamoylphenyl)-nicotinamide